4-(6-bromo-3-(2-(methoxymethoxy)phenyl)-7-((2-(trimethylsilyl)ethoxy)methyl)-7H-pyrrolo[2,3-c]pyridazin-5-yl)morpholine BrC1=C(C2=C(N=NC(=C2)C2=C(C=CC=C2)OCOC)N1COCC[Si](C)(C)C)N1CCOCC1